CN1N=C(C=C1C(=O)OC)COS(=O)(=O)C methyl 1-methyl-3-(((methylsulfonyl) oxy) methyl)-1H-pyrazole-5-carboxylate